2,6-difluoro-4-[2-fluoro-5-[[4-fluoro-2-(trifluoromethyl)benzoyl]amino]-4-[(3R,5S)-3,4,5-trimethylpiperazin-1-yl]phenyl]benzamide FC1=C(C(=O)N)C(=CC(=C1)C1=C(C=C(C(=C1)NC(C1=C(C=C(C=C1)F)C(F)(F)F)=O)N1C[C@H](N([C@H](C1)C)C)C)F)F